1,7-dioxaspiro[5.5]undecane O1CCCCC12OCCCC2